C(C)(=O)OCCCCCCC\C=C/CCC Z-8-Dodecen-1-yl acetate